4-methoxy-pyrimidine-2-amine COC1=NC(=NC=C1)N